trimethoxyphthalide COC1=C2C(OC(=O)C2=CC=C1)(OC)OC